NCCOCCO 2-(2-aminoethoxy)ethane-1-ol